CC(=CC/C=C(/C)\C=C)C cis-beta-ocimene